N-(5-methyl-1H-pyrazol-3-yl)-6-(piperazin-1-yl)-1-(tetrahydro-2H-pyran-2-yl)-1H-pyrazolo[3,4-d]pyrimidin-4-amine CC1=CC(=NN1)NC1=C2C(=NC(=N1)N1CCNCC1)N(N=C2)C2OCCCC2